[[(2R)-2-[4-(2-Chloro-4-fluoro-phenyl)-2-oxo-chromen-7-yl]oxypropanoyl]amino]pyridin ClC1=C(C=CC(=C1)F)C1=CC(OC2=CC(=CC=C12)O[C@@H](C(=O)NC1=NC=CC=C1)C)=O